C(C1=CC=CC=C1)OC(=O)N[C@](C(=O)OC)(CI)C methyl (R)-2-(((benzyloxy) carbonyl) amino)-3-iodo-2-methylpropionate